(12aR)-9-(2-chloro-6-hydroxyphenyl)-7-[2-(dimethylamino)ethoxy]-10-fluoro-3,4,12,12a-tetrahydro-6H-pyrazino[2,1-c][1,4]benzooxazepine-2(1H)-carboxylic acid tert-butyl ester C(C)(C)(C)OC(=O)N1C[C@@H]2COC3=C(CN2CC1)C(=CC(=C3F)C3=C(C=CC=C3O)Cl)OCCN(C)C